COC(NCC1=C(C=CC(=C1)C1=NN(C=C1)C1=C(C=C(C=C1F)C(C)C)F)C)=O.FC1=C(C=CC(=C1C=1NC2=CC=CC=C2C1)N1CCCC1)S(=O)(=O)N(C)C 2-fluoro-3-(1H-indol-2-yl)-N,N-dimethyl-4-(pyrrolidin-1-yl)benzenesulfonamide methyl-N-[[5-[1-(2,6-difluoro-4-isopropyl-phenyl)pyrazol-3-yl]-2-methyl-phenyl]methyl]carbamate